ClC1=C2C(=C(N=N1)NC1CCC(CC1)O)C=NC=C2 4-[(1-chloropyrido[3,4-d]pyridazin-4-yl)amino]cyclohexanol